C1(CC1)C=1C(=CC(N2[C@@H](CSC12)C(=O)NS(=O)(=O)C)=O)CC1=CC=CC2=CC=CC=C12 {(3R)-7-Cyclopropyl-6-[(1-naphthyl)methyl]-4-oxo-1-thia-3a-aza-3-indanyl}(methylsulfonylamino)-formaldehyde